calcium bis[4-octyl phenyl]phosphate C(CCCCCCC)C1=CC=C(C=C1)OP(=O)(OC1=CC=C(C=C1)CCCCCCCC)[O-].[Ca+]